ClC(C(=O)[O-])(Cl)Cl.C1=NCCC2=CC=CC=C12.[Cr+3].ClC(C(=O)[O-])(Cl)Cl.ClC(C(=O)[O-])(Cl)Cl chromium 3,4-dihydroisoquinoline trichloroacetate